2-{[1-(4-fluorophenyl)-4-methyl-1H-1,2,3-triazol-5-yl]methoxy}-N,N-dimethyl-5,6,7,8-tetrahydro-1,6-naphthyridine-6-carboxamide FC1=CC=C(C=C1)N1N=NC(=C1COC1=NC=2CCN(CC2C=C1)C(=O)N(C)C)C